C1(CC1)NC1=C2C(=NC3=CC(=C(N=C13)OC)COCCN1CCCC1)CCCC2 N-cyclopropyl-2-methoxy-3-{[2-(pyrrolidin-1-yl)ethoxy]methyl}-6H,7H,8H,9H-cyclohexa[b]1,5-naphthyridin-10-amine